CN1N=C(C=C1S(=O)(=O)N1CCC2(C[C@H](CO2)N2CCOCC2)CC1)C(F)(F)F |o1:14| (R)- or (S)-8-((1-methyl-3-(trifluoromethyl)-1H-pyrazol-5-yl)sulfonyl)-3-morpholino-1-oxa-8-azaspiro[4.5]decane